ClC=1C=C(C=CC1)C=1C(=C(OC1)C(=O)N)CC=1SC(=CC1)C1=CC=C(C=C1)OC(Cl)(Cl)Cl (3-chlorophenyl)-((5-(4-(trichloromethoxy)phenyl)thiophen-2-yl)methyl)furan-2-carboxamide